2'-chloro-5'-methoxy-6-methyl-N-[6-(3-oxomorpholin-4-yl)-1,3-benzothiazol-2-yl]-[4,4'-bipyridine]-3-carboxamide ClC1=NC=C(C(=C1)C1=C(C=NC(=C1)C)C(=O)NC=1SC2=C(N1)C=CC(=C2)N2C(COCC2)=O)OC